[N+](=O)([O-])C1=CC=C(C(=O)OC2C(CCC2)C=2C=NN(C2)C2=NC(=NC=C2C(F)(F)F)NC2=CC=C(C=C2)S(NC)(=O)=O)C=C1 [2-[1-[2-[4-(methylsulfamoyl) anilino]-5-(trifluoromethyl) pyrimidin-4-yl] pyrazol-4-yl] cyclopentyl] 4-nitrobenzoate